N-(5-bromo-6-fluoro-3-methoxypyridin-2-yl)-5-(thiazol-2-yl)-1H-pyrrol-3-sulfonamide BrC=1C=C(C(=NC1F)NS(=O)(=O)C1=CNC(=C1)C=1SC=CN1)OC